C(C)OC(=O)C=1C(OC2=C(C(=C(C=C2C1)F)O)F)=O 6,8-difluoro-7-hydroxy-2-oxo-chromene-3-carboxylic acid ethyl ester